(OXY)HYDROXIDE O(O)O